4-chloro-N-{1-[2-(4-methylpiperazin-1-yl)ethyl]-1H-pyrazol-3-yl}pyridin-2-amine ClC1=CC(=NC=C1)NC1=NN(C=C1)CCN1CCN(CC1)C